Carboxyethylsilanetriol sodium salt [Na+].C(=O)([O-])CC[Si](O)(O)O